3-(3-(benzylamino)-5-chloro-2-fluorophenyl)-1-isopropyl-1H-pyrazole-4-carboxamide C(C1=CC=CC=C1)NC=1C(=C(C=C(C1)Cl)C1=NN(C=C1C(=O)N)C(C)C)F